2-(3-allyl-4,4-difluoropiperidin-1-yl)-6-methylpyrimidin-4-amine C(C=C)C1CN(CCC1(F)F)C1=NC(=CC(=N1)N)C